C(=CC=O)=O Prop-1-ene-1,3-dione